ClC1=C(C(=O)O)C=C(C(=C1)NC)[N+](=O)[O-] 2-chloro-4-(methylamino)-5-nitrobenzoic acid